BrC1=C2CN(C(C2=CC=C1CN1CCN(CC1)C1CCN(CC1)C1=CC=C2CN(C(C2=C1)=O)C(C(=O)NC=1SC=CN1)C1=C(C=CC(=C1)F)O)=O)C1C(NC(CC1)=O)=O 2-(6-(4-(4-((4-bromo-2-(2,6-dioxopiperidin-3-yl)-1-oxoisoindolin-5-yl)methyl)piperazin-1-yl)piperidin-1-yl)-1-oxoisoindolin-2-yl)-2-(5-fluoro-2-hydroxyphenyl)-N-(thiazol-2-yl)acetamide